(S)-2-((4-(3-aminopyrrolidin-1-yl)pyrimidin-5-yl)oxyl)-N-Ethyl-5-fluoro-N-isopropylbenzamide N[C@@H]1CN(CC1)C1=NC=NC=C1OC1=C(C(=O)N(C(C)C)CC)C=C(C=C1)F